methylenedipyrrole C(C=1NC=CC1)C=1NC=CC1